5-amino-2-[(5-fluoro-2-pyridyl)methyl]-8-(7-methyl-1H-benzimidazol-5-yl)-7-phenyl-[1,2,4]triazolo[4,3-c]pyrimidin-3-one NC1=NC(=C(C=2N1C(N(N2)CC2=NC=C(C=C2)F)=O)C2=CC1=C(NC=N1)C(=C2)C)C2=CC=CC=C2